NC1=C(C=C(C=N1)C=1C=NN(C1)C1CCN(CC1)CCCOCCNC1=C2C(N(C(C2=CC=C1)=O)C1C(NC(CC1)=O)=O)=O)O[C@H](C)C1=C(C(=CC=C1Cl)F)Cl 4-((2-(3-(4-(4-(6-amino-5-((R)-1-(2,6-dichloro-3-fluorophenyl)ethoxy)pyridin-3-yl)-1H-pyrazol-1-yl)piperidin-1-yl)propoxy)ethyl)amino)-2-(2,6-dioxopiperidin-3-yl)isoindoline-1,3-dione